1-(3-fluoropyridin-2-yl)ethan-1-amine dihydrochloride Cl.Cl.FC=1C(=NC=CC1)C(C)N